CS(=O)(=O)C1(CC1)C1=NC(=NO1)CC(=O)OC(C)(C)C tert-butyl 2-(5-(1-(methylsulfonyl)cyclopropyl)-1,2,4-oxadiazol-3-yl)acetate